F[C@@H]1C2CC[C@@H](C[C@@H]1N(C=1N=CC(=NC1)C1=C(C=C(C=C1)[C@@H]1CC(NC1)=O)O)C)N2 (4S)-4-[4-(5-{[(2R,3S,5S)-2-fluoro-8-azabicyclo[3.2.1]octan-3-yl](methyl)amino}pyrazin-2-yl)-3-hydroxyphenyl]pyrrolidin-2-one